C=1N=CN2C1C(=CC=C2)C(=O)N2C[C@H]([C@@H](CC2)C=2C=C(C=CC2)C)NC(=O)C=2NC=CN2 N-((3S,4S)-1-(imidazo[1,5-a]pyridine-8-carbonyl)-4-(m-tolyl)piperidin-3-yl)-1H-imidazole-2-carboxamide